2,6-dimethyl-4-tert-butylphenylacetonitrile CC1=C(C(=CC(=C1)C(C)(C)C)C)CC#N